C1=C(C=CC(=C1)C(=O)O)C(=O)O benzene-2,5-dicarboxylic acid